(Z)-1-(2-fluoro-2-nitrovinyl)-4-chlorobenzene F\C(=C/C1=CC=C(C=C1)Cl)\[N+](=O)[O-]